5-(1-methylcyclopropoxy)-3-[6-[(3S)-3-methyl-4-(4-piperidylmethyl)piperazin-1-yl]pyrimidin-4-yl]-2H-indazole CC1(CC1)OC1=CC2=C(NN=C2C=C1)C1=NC=NC(=C1)N1C[C@@H](N(CC1)CC1CCNCC1)C